COS(=O)(=O)C1=CC=C(C=C1)C 4-methyl-benzenesulfonic acid methyl ester